O=C(COC1=NC=CC(=N1)C#N)N1CCC(CC1)C=1SC=C(N1)C1=NOC(C1)C1=C(C=C(C=C1Cl)Cl)Cl 2-(2-oxo-2-(4-(4-(5-(2,4,6-trichlorophenyl)-4,5-dihydro-isoxazol-3-yl)thiazol-2-yl)piperidin-1-yl)ethoxy)pyrimidine-4-carbonitrile